Cl.CC1=C(C=CC(=C1)C)C(CN)(F)F 2-(2,4-dimethylphenyl)-2,2-difluoro-ethanamine hydrochloride